sodium 2-[(4S)-8-fluoro-2-[4-(3-methoxyphenyl)piperazin-1-yl]-3-[2-methoxy-5-(trifluoromethyl)phenyl]-4H-quinazolinyl]acetate FC=1C=CC=C2[C@@H](N(C(=NC12)N1CCN(CC1)C1=CC(=CC=C1)OC)C1=C(C=CC(=C1)C(F)(F)F)OC)CC(=O)[O-].[Na+]